C1(CC1)C1=CC(=NO1)C(=O)C1=CC=C(C=C1)F (5-cyclopropylisoxazol-3-yl)(4-fluorophenyl)methanone